(tridecafluoro-1,1,2,2-tetrahydrooctyl)-1-methyldichlorosilane C[Si](CCC(C(C(C(C(C(F)(F)F)(F)F)(F)F)(F)F)(F)F)(F)F)(Cl)Cl